CN1C(N(CC=2C1=NC(=NC2)NC2=CC=C(C=C2)N2CCN(CC2)C)C2C1CN(C(C2)C1)C(=O)OC(C)(C)C)=O tert-butyl 5-[1-methyl-7-[4-(4-methylpiperazin-1-yl)anilino]-2-oxo-4H-pyrimido[4,5-d]pyrimidin-3-yl]-2-azabicyclo[2.2.1]heptane-2-carboxylate